7-(2-chloroethoxy)-6-methoxy-3-nitro-4-hydroxyquinoline ClCCOC1=C(C=C2C(=C(C=NC2=C1)[N+](=O)[O-])O)OC